ClC1=NC=2CCCCC2C(=N1)N1CC=2C=C(C=NC2CC1)C(F)(F)F 2-Chloro-4-(3-(trifluoromethyl)-7,8-dihydro-1,6-naphthyridin-6(5H)-yl)-5,6,7,8-tetrahydroquinazoline